C(C1=CC=C(C(=O)[O-])C=C1)(=O)OC(CC(C)C)N(C)C N,N-dimethylamino-isoamyl terephthalate